methyl 4-(benzenesulfonamido)-2-fluoro-benzoate C1(=CC=CC=C1)S(=O)(=O)NC1=CC(=C(C(=O)OC)C=C1)F